5-fluoro-1-(2-methylthiophene-3-yl)-3,4-dihydroisoquinoline FC1=C2CCN=C(C2=CC=C1)C1=C(SC=C1)C